(R)-3-(1-amino-8-azaspiro[4.5]dec-8-yl)-6-(2,3-dichlorophenyl)-5-methylpyrazine-2-carboxamide N[C@@H]1CCCC12CCN(CC2)C=2C(=NC(=C(N2)C)C2=C(C(=CC=C2)Cl)Cl)C(=O)N